N[C@H]1CS(C2=C(N(C1=O)CC1=CC=C(C=C1)Cl)C=C(C(=C2)F)C2=NOC(=N2)C21CN(CC(C2)C1)C(=O)OC)(=O)=O methyl 1-[3-[(3R)-3-amino-5-[(4-chlorophenyl)methyl]-8-fluoro-1,1,4-trioxo-2,3-dihydro-1lambda6,5-benzothiazepin-7-yl]-1,2,4-oxadiazol-5-yl]-3-azabicyclo[3.1.1]heptane-3-carboxylate